C(C1CO1)N1C(=O)N(C(=O)C(C1C(C)C)(C)C)CC1CO1 N,N'-diglycidyl-5,5-dimethyl-6-isopropyl-5,6-dihydro-uracil